3-(((S)-2-(2-(Benzofuran-6-carbonyl)-5,7-dichloro-1,2,3,4-tetrahydroisoquinoline-6-carboxamido)-3-(3-(methylsulfonyl)phenyl)propanoyl)oxy)propyl 5-((R)-1,2-dithiolan-3-yl)pentanoate S1S[C@@H](CC1)CCCCC(=O)OCCCOC([C@H](CC1=CC(=CC=C1)S(=O)(=O)C)NC(=O)C=1C(=C2CCN(CC2=CC1Cl)C(=O)C1=CC2=C(C=CO2)C=C1)Cl)=O